methyl 2-(ethoxy(propyl)phosphoryl)acetate C(C)OP(=O)(CCC)CC(=O)OC